O1C(CC1)CNC1=NC(N(C2=CC(=CC=C12)C(F)(F)F)C1=CC=CC=C1)=O 4-((oxetan-2-ylmethyl)amino)-1-phenyl-7-(trifluoromethyl)quinazolin-2(1H)-one